BrC=1C=C2C(=NC1)N(C=N2)[C@@H]2C[C@@H](CCC2)NC(OC(C)(C)C)=O tert-Butyl ((1R,3S)-3-(6-bromo-3H-imidazo[4,5-b]pyridin-3-yl)cyclohexyl)carbamate